1,4-Dimethoxy-3-methyl-2-naphthaldehyde COC1=C(C(=C(C2=CC=CC=C12)OC)C)C=O